C(C)(=O)O.C(C=C)(=O)OCC[NH+](C)C acryloyloxyethyl-dimethylammonium hydrogen acetate